BrC1=CC=CC2=C1COCCN2C2=NC(NC1=CC=CC(=C21)F)=O 4-(6-bromo-3,5-dihydro-2H-4,1-benzoxazepin-1-yl)-5-fluoro-1H-quinazolin-2-one